8-methoxy-5-bromonaphthalene COC=1C=CC(=C2C=CC=CC12)Br